N-{[5-chloro-6-(4-pyridyl)-2-indolyl]methyl}acetamide ClC=1C=C2C=C(NC2=CC1C1=CC=NC=C1)CNC(C)=O